N4-METHYLCYTIDINE CNC1=NC(=O)N(C=C1)[C@H]2[C@@H]([C@@H]([C@H](O2)CO)O)O